CN1C(NC(C12CN([C@@H](C2)C(=O)OC)C(=O)[O-])=O)=O 8-methyl (8S)-1-methyl-2,4-dioxo-1,3,7-triazaspiro[4.4]nonane-7,8-dicarboxylate